N-(rac-(1R,2S,4R,5S)-5-amino-7-oxabicyclo[2.2.1]heptan-2-yl)-2-(4-chloro-3-fluorophenoxy)acetamide N[C@@H]1[C@H]2C[C@@H]([C@@H](C1)O2)NC(COC2=CC(=C(C=C2)Cl)F)=O |r|